BrC1=CC=CC=2C(=C(SC21)I)C=O 7-bromo-2-iodobenzothiophene-3-carboxaldehyde